4-amino-2-(4-(tert-butyl)-2-cyanophenyl)-6-methylpyrimidine-5-carboxylic acid NC1=NC(=NC(=C1C(=O)O)C)C1=C(C=C(C=C1)C(C)(C)C)C#N